2-(5-acetamidopyridin-3-yl)pyrazolo[5,1-b]Thiazole-7-carboxamide C(C)(=O)NC=1C=C(C=NC1)C1=CN2C(S1)=C(C=N2)C(=O)N